O=C1N(CC2=CC(=CC=C12)CCOCCCOC1OCCCC1)C1C(NC(CC1)=O)=O 3-[1-oxo-5-[2-(3-tetrahydropyran-2-yloxypropoxy)ethyl]isoindolin-2-yl]piperidine-2,6-dione